4-(10-Acryloyl-4-chloro-2-fluoro-14-oxo-8,8a,9,10,11,12-hexahydro-7H,14H-pyrazino[1',2':5,6][1,5]diazocino[3,2,1-hi]indol-3-yl)-2-amino-7-fluorobenzo[b]thiophene-3-carbonitrile C(C=C)(=O)N1CC2N(C(C=3C=C(C(=C4C(=CN(C34)CC2)Cl)C2=CC=C(C=3SC(=C(C32)C#N)N)F)F)=O)CC1